[Br-].[Br-].[Br-].[Br-].CN(C)CCCC=1C(=C(C=CC1)C1=C2NC(=C1)C=C1C=CC(=N1)C=C1C=CC(N1)=CC=1C=CC(N1)=C2)NC(C=C)=O (dimethylaminopropylacrylamidophenyl)porphine tetrabromide